C(C)(=O)N1CC2(CC(C2)N2N=CC(=C2C(=O)NC2=NC=C(C=C2C)C#CC2=CC=C(C=C2)F)Cl)CC1 1-(6-acetyl-6-azaspiro[3.4]octan-2-yl)-4-chloro-N-{5-[(4-fluorophenyl)ethynyl]-3-methylpyridin-2-yl}-1H-pyrazole-5-carboxamide